C(C)(C)C1=C2C=C(N=CC2=C(C=C1)N1CC(C1)CS(=O)(=O)C)NC1=NC(=NC=C1)N1C[C@H]([C@@H](CC1)OCCOC)O (3R,4R)-1-[4-[[5-isopropyl-8-[3-(methylsulfonylmethyl)azetidin-1-yl]-3-isoquinolyl]amino]pyrimidin-2-yl]-4-(2-methoxyethoxy)piperidin-3-ol